O[C@@H]1C[C@@H](N(C1)C(=O)OC(C)(C)C)C(=O)OC O1-tert-butyl O2-methyl (2R,4R)-4-hydroxypyrrolidine-1,2-dicarboxylate